2-((1r,4r)-4-((7-(5-(2,6-dioxopiperidin-3-yl)-3-fluoropyridin-2-yl)-2,7-diazaspiro[3.5]nonan-2-yl)methyl)cyclohexyl)-6-isopropoxy-2H-indazole-5-carboxamide O=C1NC(CCC1C=1C=C(C(=NC1)N1CCC2(CN(C2)CC2CCC(CC2)N2N=C3C=C(C(=CC3=C2)C(=O)N)OC(C)C)CC1)F)=O